2-(4-methoxyphenyl)-2-((1H-tetrazol-5-ylacetyl)amino)-N-(4-(trimethylsilyl)phenyl)acetamide COC1=CC=C(C=C1)C(C(=O)NC1=CC=C(C=C1)[Si](C)(C)C)NC(CC1=NN=NN1)=O